methoxy-5-[[2-[(2S,5R)-5-methyl-2-(2-oxo-3,4-dihydro-1H-quinolin-6-yl)-1-piperidyl]-2-oxo-acetyl]amino]pyridine-3-carboxamide COC1=NC=C(C=C1C(=O)N)NC(C(=O)N1[C@@H](CC[C@H](C1)C)C=1C=C2CCC(NC2=CC1)=O)=O